N1C(NC(NC1=O)=O)=O [1,3,5]triazinane-2,4,6-trione